N=1N=CN2C1C=CC(=C2)C2=CNC=1N=C(N=CC12)NC1CC(C1)(C)N1C(CCC1)=O 1-((1s,3s)-3-((5-([1,2,4]triazolo[4,3-a]pyridin-6-yl)-7H-pyrrolo[2,3-d]pyrimidin-2-yl)amino)-1-methylcyclobutyl)pyrrolidin-2-one